FC(C(CC(=O)NC(C(=O)O)CCN(CCCCC1=NC=2NCCCC2C=C1)CCOC(C)C)(C)C)F 2-[(4,4-difluoro-3,3-dimethyl-butanoyl)amino]-4-[2-isopropoxyethyl-[4-(5,6,7,8-tetrahydro-1,8-naphthyridin-2-yl)butyl]amino]butanoic acid